6-bromo-2-ethyl-8-fluoroimidazo[1,2-a]pyridine BrC=1C=C(C=2N(C1)C=C(N2)CC)F